ethyl (R)-2-chloro-4-((1-hydroxy-2-methylbut-2-yl) amino)-1,5-naphthyridine-3-carboxylate ClC1=NC2=CC=CN=C2C(=C1C(=O)OCC)N[C@@](CO)(CC)C